FC(CN1N=NC2=C1C=C(C=C2)C=2C=C(N1N=C(N=C(C12)OC)NC1CCN(CC1)C1COC1)[2H])F 5-(1-(2,2-difluoroethyl)-1H-benzo[d][1,2,3]triazol-6-yl)-4-methoxy-N-(1-(oxetan-3-yl)piperidin-4-yl)pyrrolo[2,1-f][1,2,4]triazin-7-d-2-amine